4-hydrazino-1-methylpiperidine hydrochloride Cl.N(N)C1CCN(CC1)C